S(=O)(OCC(CCCC)CC)[O-] 2-ethylhexyl sulfite